N-[7-chloro-6-(2,6-difluorophenyl)-4-methyl-8-(trifluoromethyl)-4H-[1,2,4]triazolo[1,5-a][1,4]benzodiazepine-2-Yl]carbamic acid 2-chloroethyl ester ClCCOC(NC1=NN2C(C(N=C(C3=C2C=CC(=C3Cl)C(F)(F)F)C3=C(C=CC=C3F)F)C)=N1)=O